N1=C(C=CC=C1C(C(=O)N)CC1=CC=C(C=C1)F)C1=NC(=CC=C1)C(C(=O)N)CC1=CC=C(C=C1)F ([2,2'-bipyridyl]-6,6'-diyl)bis(3-(4-fluorophenyl)propionamide)